N1C=NC(=C1)C1CN(CCN1)C1=NC(=NC=C1)C1=CN=C2N1C=C(N=C2)Cl 3-(4-(3-(1H-Imidazol-4-yl)piperazin-1-yl)pyrimidin-2-yl)-6-chloroimidazo[1,2-a]pyrazine